2-(1-(2-(tert-butyloxy)-2-oxoethyl)-2-methylpyrrolidin-2-yl)-6-fluoro-1-tosyl-1H-indole-4-carboxylic acid methyl ester COC(=O)C=1C=2C=C(N(C2C=C(C1)F)S(=O)(=O)C1=CC=C(C)C=C1)C1(N(CCC1)CC(=O)OC(C)(C)C)C